C(\C=C/C(=O)OCCCCCCCCCCCCCCCCCCC)(=O)OCCCCCCCCCCCCCCCCCCC dinonadecyl maleate